O=C(C(=O)NC=1C2=C(C=NC1)C=NN2)N2[C@H](CC[C@@H](C2)C)C2=CC1=CN(N=C1C=C2)C2CC(N(C(C2)(C)C)C)(C)C 2-oxo-N-(1H-pyrazolo[4,3-c]pyridin-7-yl)-2-[(2R,5S)-5-methyl-2-[2-(1,2,2,6,6-pentamethyl-4-piperidyl)indazol-5-yl]-1-piperidyl]acetamide